ethyl 4-[2-[tert-butyl(dimethyl)silyl]oxyethyl]-6,7-dihydro-5H-pyrazolo[1,5-a]pyrimidine-2-carboxylate [Si](C)(C)(C(C)(C)C)OCCN1C=2N(CCC1)N=C(C2)C(=O)OCC